OC=1C(=NC=CC1OC)C(=O)N[C@H](C(=O)O)C (2S)-2-[(3-hydroxy-4-methoxypyridine-2-carbonyl)amino]Propionic acid